N1=CN=C2NC=NC2=C1N[C@@H](C)C1=NC2=CC=CC=C2C(N1C1=C(C=CC=C1F)F)=O (S)-2-(1-((9H-purin-6-yl)amino)ethyl)-3-(2,6-difluorophenyl)quinazolin-4(3H)-one